3-(1-(4-chlorobenzyl)-3-iodo-5-methoxy-1H-pyrrolo[2,3-b]Pyridin-2-yl)-2,2-dimethylpropionic acid ethyl ester C(C)OC(C(CC1=C(C=2C(=NC=C(C2)OC)N1CC1=CC=C(C=C1)Cl)I)(C)C)=O